FC(C(=O)O)(F)F.C(#N)[C@H]1N(CC(C1)(F)F)C(CNC(=O)C1=CC=NC2=CC=C(C=C12)\C=C\C1=CC=C(C=C1)OCCCN1CCNCC1)=O (S,E)-N-(2-(2-cyano-4,4-difluoropyrrolidin-1-yl)-2-oxoethyl)-6-(4-(3-(piperazin-1-yl)propoxy)styryl)quinoline-4-carboxamide 2,2,2-trifluoroacetate